6-(3-amino-6-(4-(4-(cyclopropylmethyl)piperazin-1-yl)phenyl)-5-fluoropyrazin-2-yl)-8-fluoroisoquinolin-1(2H)-one NC=1C(=NC(=C(N1)F)C1=CC=C(C=C1)N1CCN(CC1)CC1CC1)C=1C=C2C=CNC(C2=C(C1)F)=O